C(C)(C)(C)OC(=O)N1CC(N(CC1)C1=CC(=C(C=C1)[N+](=O)[O-])OCC1=CC=CC=C1)=O.CN1C(OC2=C1C=CC(=C2)N2C(CN(CC2)C(=O)NCCCCC2=CC=CC=C2)=O)=O 4-(3-Methyl-2-oxo-1,3-benzoxazol-6-yl)-3-oxo-N-(4-phenylbutyl)piperazine-1-carboxamide tert-Butyl-4-(3-benzyloxy-4-nitrophenyl)-3-oxopiperazine-1-carboxylate